FC1=CC(=C(C=C1C1=CCCN(C1)S(=O)(=O)C)NC(=O)C1=CNC(C=C1C(F)(F)F)=O)N1C[C@H](N([C@H](C1)C)C)C |r| N-[4-fluoro-5-(1-methylsulfonyl-3,6-dihydro-2H-pyridin-5-yl)-2-[rac-(3R,5S)-3,4,5-trimethylpiperazin-1-yl]phenyl]-6-oxo-4-(trifluoromethyl)-1H-pyridine-3-carboxamide